3-amino-1,7-naphthyridine NC=1C=NC2=CN=CC=C2C1